C(C)(C)(C)C1CCC(CC1)N(C)CC1=NC2=CC=CC=C2C(=N1)NCCCN(CCOCCOCCOCCN)C N15-(2-{[(4-tert-butylcyclohexyl)(methyl)amino]methyl}quinazolin-4-yl)-12-methyl-3,6,9-trioxa-12-azapentadecane-1,15-diamine